rac-4-[5-(hydroxymethyl)-5,6-dihydro-1,4,2-dioxazin-3-yl]-4-methyl-piperidine-1-carboxylic acid tert-butyl ester C(C)(C)(C)OC(=O)N1CCC(CC1)(C)C1=NOC[C@H](O1)CO |r|